2-(4-((2-oxopyrrolidin-1-yl)methyl)piperidin-1-yl)-5-(1H-pyrazol-4-yl)benzamide O=C1N(CCC1)CC1CCN(CC1)C1=C(C(=O)N)C=C(C=C1)C=1C=NNC1